[N+](=O)([O-])C1=C(C=CC=C1)N1C(=CC=C1)/C=C/C=N\N=C(N)N N''-[(Z)-[(2E)-3-[1-(2-nitrophenyl)-1H-pyrrol-2-yl]prop-2-en-1-ylidene]amino]guanidine